2-((3-(2-chloro-3-phenylanilino)isothiazolo[4,5-b]pyrazin-6-ylmethylene)amino)-propionic acid ClC1=C(NC2=NSC=3C2=NC=C(N3)C=NC(C(=O)O)C)C=CC=C1C1=CC=CC=C1